FC1=C(C=CC(=C1F)OC)C1=CN=C2N1C=CN=C2NC2=CC(=C(C=C2)C=O)C [4-[[3-(2,3-difluoro-4-methoxyphenyl)imidazo[1,2-a]pyrazin-8-yl]amino]-2-methylphenyl]methanone